[Fe].C1=CC=CC=2OC3=CC=CC=C3NC12 10H-phenoxazine iron